heptadecan-9-yl-8-[(2-hydroxyethyl)(8-non-oxy-8-oxooctyl)amino]octanoic acid (heptadecan-9-yl) ester CCCCCCCCC(CCCCCCCC)OC(C(CCCCCCN(CCCCCCCC(=O)OCCCCCCCCC)CCO)C(CCCCCCCC)CCCCCCCC)=O